C1=C(C=CC2=CC=CC=C12)NC1=CC=C(C=C1)NC1=CC2=CC=CC=C2C=C1 N,N'-di(2-naphthyl)-1,4-phenylenediamine